FC(OC1=NC(=CC=C1NC(N(C1CCNCC1)C1=C(C=CC=C1)C(C)C)=O)OC)F 3-(2-(difluoromethoxy)-6-methoxypyridin-3-yl)-1-(2-isopropylphenyl)-1-(piperidin-4-yl)urea